zirconium oxide, hafnium salt [Hf+4].[O-2].[Zr+4].[O-2].[O-2].[O-2]